3-[(E)-1-[4-[2-(dimethylamino)ethoxy]phenyl]-2-phenylbut-1-enyl]phenol CN(CCOC1=CC=C(C=C1)/C(=C(/CC)\C1=CC=CC=C1)/C=1C=C(C=CC1)O)C